6-((3-methoxy-3-oxopropyl) thio)-1H-indole-1-carboxylate COC(CCSC1=CC=C2C=CN(C2=C1)C(=O)[O-])=O